C(C1=CC=CC=C1)NS(=O)(=O)C1=C(C=CC(=C1)B1OC(C(O1)(C)C)(C)C)OC N-benzyl-2-methoxy-5-(4,4,5,5-tetramethyl-1,3,2-dioxaborolan-2-yl)benzenesulfonamide